CN1N=C(C=C1)CN1C(C=C(C=C1)C1=CN(C2=NC=CC=C21)C2=CC=C(C=C2)C(F)(F)F)=O 1-((1-methyl-1H-pyrazol-3-yl)methyl)-4-(1-(4-(trifluoromethyl)phenyl)-1H-pyrrolo[2,3-b]pyridin-3-yl)pyridin-2(1H)-one